FC1(CCN(CCC1)C1=C(C(=O)NC2=CC(=NC=C2)S(N)(=O)=O)C=C(C=N1)OC(F)F)F 2-(4,4-Difluoroazepan-1-yl)-5-(difluoromethoxy)-N-(2-sulfamoyl-pyridin-4-yl)nicotinamide